C(CCCCCCCCCCC)OC(CCCCC(=O)OCCCCCCCCCCCC)=S 3-(3-dodecyloxy-3-oxopropyl)thiopropionic acid dodecyl ester